BrC=1C(N(C2=CC(=NC=C2C1)Cl)C)=O 3-bromo-7-chloro-1-methyl-1,6-naphthyridin-2(1H)-one